2-[(tert-butoxycarbonyl)amino]-4-bromothiazole-5-carboxylic acid chloride C(C)(C)(C)OC(=O)NC=1SC(=C(N1)Br)C(=O)Cl